C(C)N(O)CC diethyl-hydroxyl-amine